2-Bromo-5-{[2-(trimethylsilyl)ethoxy]methyl}-5H-pyrrolo[2,3-b]pyrazine-7-carboxylic acid BrC=1N=C2C(=NC1)N(C=C2C(=O)O)COCC[Si](C)(C)C